CNC=1C2=C(N(C(N1)=O)C=1C=NC=CC1)N=C(C=C2)C(F)(F)F 4-(methylamino)-1-(pyridin-3-yl)-7-(trifluoromethyl)pyrido[2,3-d]pyrimidin-2(1H)-one